6-bromo-2-methylimidazo[1,2-a]pyridine-8-carbohydrazide BrC=1C=C(C=2N(C1)C=C(N2)C)C(=O)NN